1-(8-bromopyrido[2,3-e][1,2,4]triazolo[4,3-a]pyrazin-4-yl)-N-methylazetidin-3-amine bisulfate salt S(O)(O)(=O)=O.BrC1=CC2=C(N=C(C=3N2C=NN3)N3CC(C3)NC)N=C1